C(C)(C)(C)OC(=O)NC(C(=O)O)(C)C 2-[(tert-butoxycarbonyl)amino]-2-methylpropanoic acid